5-methoxy-2-nitro-4-[3-(pyrrolidine-1-yl)propoxy]benzoic acid methyl ester COC(C1=C(C=C(C(=C1)OC)OCCCN1CCCC1)[N+](=O)[O-])=O